NC1CCC(CC1)NC1=NC(=NC=C1C(F)(F)F)NC=1C=C2CCN(CC2=CC1)C(CO)=O 1-(6-((4-(((1S,4S)-4-aminocyclohexyl)amino)-5-(trifluoromethyl)pyrimidin-2-yl)amino)-3,4-dihydroisoquinolin-2(1H)-yl)-2-hydroxyethan-1-one